C1(=CC=CC=C1)/C(/C1=NC=CC=C1)=N/NC(=S)N1CCCCCC1 N-[(Z)-[phenyl(pyridin-2-yl)methylidene]amino]azepane-1-carbothioamide